COC([C@H](CC(C)C)NC(=O)C1=NC(=C(C=C1)N1CCCC1)OCC1CC1)=O (S)-2-(6-(cyclopropylmethoxy)-5-(pyrrolidin-1-yl)pyridine-amido)-4-methylpentanoic acid methyl ester